undec-2,5-dien-1-yl acetate C(C)(=O)OCC=CCC=CCCCCC